ClC=1C=C(C=CC1F)NC1=NC=NC2=CC(=C(C=C12)NC(\C=C\CN1CCN(CC1)C(CCSC1=C2CN(C(C2=CC=C1)=O)C1C(NC(CC1)=O)=O)=O)=O)OC (E)-N-(4-((3-chloro-4-fluorophenyl)amino)-7-methoxyquinazolin-6-yl)-4-(4-(3-((2-(2,6-dioxopiperidin-3-yl)-1-oxoisoindolin-4-yl)thio)propanoyl)piperazin-1-yl)but-2-enamide